The molecule is a leptomycin having a (2E,10E,12E,16Z,18E)-double bond configuration as well as an ethyl substituent at position 17. It has a role as an antifungal agent and a bacterial metabolite. It is a leptomycin and a hydroxy polyunsaturated fatty acid. It derives from a tetracosanoic acid. CC/C(=C/[C@H](C)C/C=C/C(=C/[C@@H](C)C(=O)[C@@H](C)[C@@H]([C@@H](C)C/C(=C/C(=O)O)/C)O)/C)/C=C/[C@H]1[C@H](C=CC(=O)O1)C